3-(4-(2-(3-chlorophenyl)acetamido)phenyl)-5-(pyrazin-2-ylamino)-1H-pyrazole-4-carboxamide ClC=1C=C(C=CC1)CC(=O)NC1=CC=C(C=C1)C1=NNC(=C1C(=O)N)NC1=NC=CN=C1